(1S,2S)-2-((2-methyl-6-(3-methyl-4-(((4-(pyridin-3-yl)pyrimidin-2-yl)amino)methyl)isoxazol-5-yl)pyridin-3-yl)carbamoyl)cyclohexane-1-carboxylic acid CC1=NC(=CC=C1NC(=O)[C@@H]1[C@H](CCCC1)C(=O)O)C1=C(C(=NO1)C)CNC1=NC=CC(=N1)C=1C=NC=CC1